6-chloro-4-{4-[(4-chloro-3-fluorophenyl)methyl]piperazin-1-yl}-1-methyl-2-oxo-1,2-dihydro-1,5-naphthyridine ClC=1N=C2C(=CC(N(C2=CC1)C)=O)N1CCN(CC1)CC1=CC(=C(C=C1)Cl)F